2-cyanoethoxyethane C(#N)CCOCC